2-amino-1-(4-bromophenyl)ethane-1-ol NCC(O)C1=CC=C(C=C1)Br